C(C)(C)=C1C2CNC(NC2=CC(=C1)NC1=NC=C2C(=N1)NNC2)C 6-((5-isopropyl-yl-2-methyl-1,2,3,4-tetrahydroquinazolin-7-yl)amino)-1,2-dihydro-3H-pyrazolo[3,4-d]pyrimidine